C(C)(C)(C)OC(=O)N1CCN(CC1)CCOC tert-Butyl-4-(2-methoxyethyl)piperazine-1-carboxylate